C(C)OC=1C=C(C=CC1)C=1C=C2CC(C(C2=CC1OC)NC(O[C@@H]1CN2CCC1CC2)=O)(C)C (S)-quinuclidin-3-yl (5-(3-ethoxyphenyl)-6-methoxy-2,2-dimethyl-2,3-dihydro-1H-inden-1-yl)carbamat